BrC1=C2C=CC(C2=CC=C1)[Si]([Si](C)(C)C1C=CC=C1)(C)C 1-(4-bromo-1H-inden-1-yl)-2-(cyclopent-2,4-dien-1-yl)-1,1,2,2-tetramethyldisilane